7-Bromo-5-(trifluoromethyl)benzo[b]thiophene BrC1=CC(=CC2=C1SC=C2)C(F)(F)F